2-(4-acetylphenyl)-7,7-dimethyl-10-(pyridin-4-yl)-5,12b-dihydro-1H,7H-chromeno[4,3-c][1,2,4]triazolo[1,2-a]pyridazin-1,3(2H)-dione C(C)(=O)C1=CC=C(C=C1)N1C(N2N(CC=C3C2C=2C=CC(=CC2OC3(C)C)C3=CC=NC=C3)C1=O)=O